OCCS(=O)(=O)O 2-Hydroxyethanesulphonic acid